CON1C=CC2=CC=CC(=C12)C methoxy-7-methyl-1H-indole